7-(3-chloro-2-methylphenyl)-3-tosyl-3,8,9,10-tetrahydrocyclohepta[e]indol-6-yl triflate O(S(=O)(=O)C(F)(F)F)C1=C(CCCC=2C=3C=CN(C3C=CC21)S(=O)(=O)C2=CC=C(C)C=C2)C2=C(C(=CC=C2)Cl)C